ClC1=CC(=NC(=N1)C1=NC(=NO1)C)NC1CCC(CC1)(F)F 6-chloro-N-(4,4-difluorocyclohexyl)-2-(3-methyl-1,2,4-oxadiazol-5-yl)pyrimidin-4-amine